O1CCC(CC1)N1C(=NC(=C1)C(F)(F)F)C1=CC=C(CNC(OC(C)(C)C)=O)C=C1 tert-butyl (4-(1-(tetrahydro-2H-pyran-4-yl)-4-(trifluoromethyl)-1H-imidazol-2-yl)benzyl)carbamate